Tert-Butyl (3R)-2'-[6-amino-5-(difluoromethoxy)pyridin-3-yl]-5',6'-dihydrospiro[pyrrolidine-3,4'-pyrrolo[1,2-b]pyrazole]-1-carboxylate NC1=C(C=C(C=N1)C=1C=C2N(N1)CC[C@]21CN(CC1)C(=O)OC(C)(C)C)OC(F)F